N-methylMethanesulfonylamide CCS(=O)(=O)[NH-]